(1S,2S)-N-[[2-(3-cyano-4-fluoro-phenyl)oxetan-2-yl]methyl]-2-phenyl-cyclopropanecarboxamide C(#N)C=1C=C(C=CC1F)C1(OCC1)CNC(=O)[C@@H]1[C@H](C1)C1=CC=CC=C1